3-(5-((4-((3-(4-chlorophenyl)pyridin-2-yl)methyl)piperazin-1-yl)methyl)-1-oxoisoindoline-2-yl)piperidine-2,6-dione ClC1=CC=C(C=C1)C=1C(=NC=CC1)CN1CCN(CC1)CC=1C=C2CN(C(C2=CC1)=O)C1C(NC(CC1)=O)=O